C(CCC)[Si](OCC)(CCCC)CCCC trin-butyl-monoethoxysilane